O=C1C(=CN=C(N1)C1CN(CC1)C#N)C1=CC=CC=C1 3-(6-oxo-5-phenyl-1,6-dihydropyrimidin-2-yl)pyrrolidine-1-carbonitrile